3-(piperidin-1-yl)propanoic acid N1(CCCCC1)CCC(=O)O